BrC1C=2N(CCOC1)C1=C(N2)C=CC=C1 5-bromo-1,2,4,5-tetrahydrobenzo[4,5]imidazo[1,2-d][1,4]oxazepine